NC1=CC=C(C=N1)CN1CCN(CC1)C1=CC=C(C=C1)CO (4-(4-((6-aminopyridin-3-yl)methyl)piperazin-1-yl)phenyl)methanol